N-(4-(1H-1,2,3-triazol-4-yl)phenyl)-2-(ethylsulfanyl)-4-hydroxy-6-oxo-1,6-dihydropyrimidine-5-carboxamide N1N=NC(=C1)C1=CC=C(C=C1)NC(=O)C1=C(N=C(NC1=O)SCC)O